benzyl (S)-2-((tert-butoxycarbonyl)amino)-3-(3-(4-((5-(difluoromethoxy)-pyridin-2-yl)oxy)phenyl)-1,2,4-oxadiazol-5-yl)propanoate C(C)(C)(C)OC(=O)N[C@H](C(=O)OCC1=CC=CC=C1)CC1=NC(=NO1)C1=CC=C(C=C1)OC1=NC=C(C=C1)OC(F)F